BrC=1C=C(C=2N(C1)C=C(N2)C(=O)O)C(C)(C)O 6-bromo-8-(2-hydroxypropan-2-yl)imidazo[1,2-a]pyridine-2-carboxylic acid